3-((2-bromo-3-fluorobenzyl)oxy)propan-1-ol BrC1=C(COCCCO)C=CC=C1F